CN(CCCCCC[N+](C)(C)C)C 6-(Dimethylamino)-N,N,N-trimethylhexane-1-aminium